C1(CC1)S(=O)(=O)NC1=NC=CC(=N1)C(C(=O)NC1=C(C=C(C=C1)C1=NC(=CN=C1)OCC)OC)(C)C 2-(2-(cyclopropanesulfonylamino)pyrimidin-4-yl)-N-(4-(6-ethoxypyrazin-2-yl)-2-methoxyphenyl)-2-methylpropanamide